CN(C1=CC=C(C=C1)C1=CC=2C3=C(NC2C=C1)CCN(C3)C(=O)C3=CC=CC=C3)C (8-(4-(dimethylamino)phenyl)-1,3,4,5-tetrahydro-2H-pyrido[4,3-b]indol-2-yl)(phenyl)methanone